9-[3-(4,6-diphenyl-pyrimidin-2-yl)phenyl]-9'-phenyl-3,3'-bi-9H-carbazole C1(=CC=CC=C1)C1=NC(=NC(=C1)C1=CC=CC=C1)C=1C=C(C=CC1)N1C2=CC=CC=C2C=2C=C(C=CC12)C=1C=CC=2N(C3=CC=CC=C3C2C1)C1=CC=CC=C1